N-[4-(3-chlorophenoxy)-3-sulfamylphenyl]-2-(2-chlorophenyl)-2,2-difluoroacetamide ClC=1C=C(OC2=C(C=C(C=C2)NC(C(F)(F)C2=C(C=CC=C2)Cl)=O)S(N)(=O)=O)C=CC1